(S)-2-((7-(3-chlorophenyl)-4,5,6,7-tetrahydrobenzo[d]thiazol-2-yl)amino)-2-oxoethyl 4-methylpiperazine-1-sulfonate CN1CCN(CC1)S(=O)(=O)OCC(=O)NC=1SC2=C(N1)CCC[C@H]2C2=CC(=CC=C2)Cl